C1(CC1)CNC=1N=CC2=C(N(C(C=3C=C(C=CC23)CN2CCN(CC2)C2=CC=NC=C2)=O)[C@@H]2CC[C@H](CC2)O)N1 trans-3-((Cyclopropylmethyl)amino)-5-(4-hydroxycyclohexyl)-8-((4-(pyridin-4-yl)piperazin-1-yl)methyl)pyrimido[4,5-c]isoquinolin-6(5H)-one